CC(CCCCCCC(=O)O)=CCCC=C(CCCCCCC)C 8,13-dimethyl-8,12-eicosadienoic acid